tert-Butyl (3R)-3-(3-ethoxy-1-hydroxy-3-oxopropyl)piperidine-1-carboxylate C(C)OC(CC(O)[C@H]1CN(CCC1)C(=O)OC(C)(C)C)=O